N=1C=CN2C1C=CC(=C2)C2=CNC=1N=CN=CC12 5-(imidazo[1,2-a]pyridin-6-yl)-7H-pyrrolo[2,3-d]pyrimidine